BrC=1C(=C(C)C=C(C1OC)Cl)Cl 3-bromo-2,5-dichloro-4-methoxytoluene